ClC=1C=C2C(=NC1OC)C(=C(N2C)C2=NN=C(N2)[C@H](C(F)(F)F)OC)C=2C=NNC2 (R)-6-chloro-5-methoxy-1-methyl-3-(1H-pyrazol-4-yl)-2-(5-(2,2,2-trifluoro-1-methoxy-ethyl)-4H-1,2,4-triazol-3-yl)-1H-pyrrolo[3,2-b]pyridine